5-(5-fluoro-2-((5-(4-methylpiperazin-1-yl)pyridin-2-yl)amino)pyrimidin-4-yl)-N,4-dimethylthiazol-2-amine FC=1C(=NC(=NC1)NC1=NC=C(C=C1)N1CCN(CC1)C)C1=C(N=C(S1)NC)C